[5'-fluoro-1'-methyl-7-(methylsulfanyl)-[4,6'-biindazol]-1-yl]acetic acid FC=1C=C2C=NN(C2=CC1C=1C=2C=NN(C2C(=CC1)SC)CC(=O)O)C